BrC1=C(C=C(C(=O)N2CCN(CC2)C2=NC3=CC=CC=C3C(N2)=O)C=C1)F 2-[4-(4-Bromo-3-fluorobenzoyl)piperazin-1-yl]-3H-quinazolin-4-one